(2,3-dihydro-1H-inden-4-yl)-3-(4-(4-isopropylpiperazin-1-yl)phenyl)-6-methoxy-1H-pyrazolo[4,3-b]pyridine C1CCC2=C(C=CC=C12)N1N=C(C2=NC=C(C=C21)OC)C2=CC=C(C=C2)N2CCN(CC2)C(C)C